CN(S(=O)(=O)C1=CC(=C(C(=O)O)C=C1C)[N+](=O)[O-])C 4-(N,N-dimethylsulfamoyl)-5-methyl-2-nitrobenzoic acid